2,4,6-trimethylbenzoyl-phenylethoxyphosphine oxide CC1=C(C(=O)P(OCCC2=CC=CC=C2)=O)C(=CC(=C1)C)C